C(C)(C)(C)OC(=O)N1C[C@@H](CC1)OC1=CC(=CC(=C1)O)Cl (3R)-3-(3-chloro-5-hydroxy-phenoxy)pyrrolidine-1-carboxylic acid tert-butyl ester